COC=1C=C(CN(C(CNC(CCOC2=CC=CC=C2)=O)=O)CC2=CC(=CC=C2)OC)C=CC1 N-(2-(bis(3-methoxybenzyl)amino)-2-oxoethyl)-3-phenoxypropionamide